C(C1=CC=CC=C1)OC=1C(=C(C=C(C1)CC1=CC=C(C=C1)S(=O)(=O)[O-])CC1=CC=C(C=C1)S(=O)(=O)[O-])C(=O)N1CC2=C(C=CC=C2CC1)N[C@@H]1COCC1 (S)-5-(benzyloxy)-4-(8-((tetrahydrofuran-3-yl) amino)-1,2,3,4-tetrahydroisoquinoline-2-carbonyl)-1,3-phenylenebis(4-toluenesulfonate)